Dibenzyl 2-(bicyclo[1.1.1]pentan-1-ylmethyl)malonate C12(CC(C1)C2)CC(C(=O)OCC2=CC=CC=C2)C(=O)OCC2=CC=CC=C2